ethyl 2-((tert-butoxycarbonyl)amino)-2-phenylacetate C(C)(C)(C)OC(=O)NC(C(=O)OCC)C1=CC=CC=C1